5-(3-(3-cyclobutylprop-1-ynyl)phenylthio)-1H-1,2,3-triazole-4-carboxylic acid C1(CCC1)CC#CC=1C=C(C=CC1)SC1=C(N=NN1)C(=O)O